OCCS(=O)(=O)NC1=CC(=C(C(=O)NC2=CC=CC3=C2N=C2N3CCCC2C)C=C1)N1CCC2(CC2)CC1 4-(2-hydroxyethanesulfonylamino)-N-(4-methyl-1,2,3,4-tetrahydrobenzo[4,5]imidazo[1,2-a]pyridin-6-yl)-2-(6-azaspiro[2.5]octane-6-yl)benzamide